O[C@@]1(C(N(CC1)C)=O)C1=CC(=NO1)C1=NC(=CC=C1)C1=NC(=NC=C1)N[C@@H](C)C1=CN=C2N1C=CC=C2 (R)-3-hydroxy-3-(3-(6-(2-(((S)-1-(imidazo[1,2-a]pyridin-3-yl)ethyl)amino)pyrimidin-4-yl)pyridin-2-yl)isoxazol-5-yl)-1-methylpyrrolidin-2-one